2-amino-N-((S)-2-((R)-3-amino-7-(4-fluorophenyl)-3-(trifluoromethyl)-2,3-dihydrofuro[2,3-c]pyridin-5-yl)-2-cyclopropyl-2-hydroxyethyl)benzo[d]thiazole-6-carboxamide NC=1SC2=C(N1)C=CC(=C2)C(=O)NC[C@@](O)(C2CC2)C=2C=C1C(=C(N2)C2=CC=C(C=C2)F)OC[C@]1(C(F)(F)F)N